tert-Butyl (NE)-N-[(4S)-4-(3-amino-2-chlorophenyl)-4-methyl-1-(7-oxabicyclo[2.2.1]-heptan-2-yl)-6-oxohexahydropyrimidin-2-ylidene]carbamate NC=1C(=C(C=CC1)[C@]1(N/C(/N(C(C1)=O)C1C2CCC(C1)O2)=N\C(OC(C)(C)C)=O)C)Cl